N-methyl-naphthalene-2-carboxamide CNC(=O)C1=CC2=CC=CC=C2C=C1